[Na+].C1(CCCCC1)NC(CCC)S(=O)(=O)[O-] Cyclohexylaminobutanesulfonic acid sodium salt